N-(4-(2-(1-(4-chlorophenyl)ethoxy)propan-2-yl)thiazol-2-yl)-1-(pyridin-4-ylmethyl)-1H-pyrrole-2-carboxamide ClC1=CC=C(C=C1)C(C)OC(C)(C)C=1N=C(SC1)NC(=O)C=1N(C=CC1)CC1=CC=NC=C1